CS(=O)(=O)C[C@@H]1[C@H](N(C1)C=1C=CC(=C2C=C(N=CC12)NC1=NC(=NC=C1)N1C[C@H]([C@@H](CC1)O)OC)C(C)C)C (3R,4R)-1-[4-({8-[(2R,3S)-3-(methanesulfonylmeth-yl)-2-methylazetidin-1-yl]-5-(propan-2-yl)isoquinolin-3-yl}amino)pyrimidin-2-yl]-3-methoxypiperidin-4-ol